NCCOCCOCCC(=O)O 3-(2-(2-aminoethoxy)ethoxy)-propanoic acid